C(C)(C)(C)OC(NC(CCSC1=CC(=CC=C1)Br)(CC)CC)=O (1-((3-bromophenyl)thio)-3-ethylpentan-3-yl)carbamic acid tert-butyl ester